C(CCC)OC1=NC(=C(C(=N1)Cl)C=O)Cl 2-butoxy-4,6-dichloropyrimidine-5-carbaldehyde